CNC1=CC=C(C(=O)C2=CC=C(C=C2)NC)C=C1 4,4'-dimethylaminobenzophenone